C1(CCCC1)OC=1C(=C(C(=CC1)\C=C(\C1=NC=CC(=N1)C1=CN=NC=C1)/F)N1CC2(CCC1)CCN(CC2)CC2CC2)C(F)(F)F (Z)-2-(3-(Cyclopentyloxy)-6-(2-fluoro-2-(4-(pyridazin-4-yl)pyrimidin-2-yl)vinyl)-2-(trifluoromethyl)phenyl)-9-(cyclopropylmethyl)-2,9-diazaspiro[5.5]undecane